FC(C1=C(C=CC(=C1)C#CC(=O)NC=1C=C(C(=O)OC)C=CC1)C1=CC=CC=C1)(F)F methyl 3-({3-[2-(trifluoromethyl)[1,1'-biphenyl]-4-yl]prop-2-ynoyl}amino)benzoate